tert-butyl periodate I(=O)(=O)(=O)OC(C)(C)C